(R)-1-(2-bromo-1H-indol-3-yl)-N-methylpropan-2-amine BrC=1NC2=CC=CC=C2C1C[C@@H](C)NC